FC1=CC=C(C=C1)N1CCN(CC1)CC[C@@H]1N(C(C2(C1)CCN(CC2)C2=NOC=C2)=O)C (R)-3-(2-(4-(4-fluorophenyl)piperazin-1-yl)ethyl)-8-(isoxazol-3-yl)-2-methyl-2,8-diazaspiro[4.5]decan-1-one